C(C1=CC=CC=C1)C=1N(C=2C(=C3CC[C@@H](N(C3=CC2)C(=O)OC)C)N1)C1CCCCC1 (1R,3S)-3-[(7S)-2-Benzyl-6-(methoxycarbonyl)-7-methyl-3H,6H,7H,8H,9H-imidazo[4,5-f]chinolin-3-yl]cyclohexan